7-Bromo-5-ethylbenzo[b]thiophene-2-carboxylic acid ethyl ester C(C)OC(=O)C1=CC2=C(S1)C(=CC(=C2)CC)Br